1-methoxy-1,2-ethylene glycol COC(CO)O